ClC1=CC=2N(C=C1)C=NC2CC(=O)NC2=CC(=NC=N2)NCC=2N=C1N(C=C(C=C1CC(C(=O)O)(C)C)C1CC1)C2 3-(2-(((6-(2-(7-chloroimidazo[1,5-a]pyridin-1-yl)acetamido)pyrimidin-4-yl)amino)methyl)-6-cyclopropylimidazo[1,2-a]pyridin-8-yl)-2,2-dimethylpropanoic acid